C[SiH](C)CCCNCCOCCOCCOCCC(=O)[O-] 2-methyl-9,12,15-trioxa-6-aza-2-silaoctadecan-18-oate